6-(3,4-dichlorophenyl)-2-(3-fluorophenyl)-3-oxo-2,3,4,5-tetrahydropyridazine-4-carboxylic acid methyl ester COC(=O)C1C(N(N=C(C1)C1=CC(=C(C=C1)Cl)Cl)C1=CC(=CC=C1)F)=O